C(CCCCCC)N(CCCCCCC=1N=NN(C1)[C@@H](CO[C@H]1O[C@@H]([C@@H]([C@@H]([C@H]1O)O)O)CO)[C@@H]([C@@H](CCCCCCCCCCCCCC)O)O)CCCCCCC (2S,3R,4S,5R,6R)-2-(((2S,3S,4R)-2-(4-(6-(diheptylamino)hexyl)-1H-1,2,3-triazol-1-yl)-3,4-dihydroxyoctadecyl)oxy)-6-(hydroxymethyl)tetrahydro-2H-pyran-3,4,5-triol